OCCN1CC(N(CCC1)C=1C=NC(=CC1)NC=1N=CC2=C(N1)C(=NC(=C2)[C@@H](C)O)N2CCCCC2)=O 4-(2-hydroxyethyl)-1-[6-[[6-[(1R)-1-hydroxyethyl]-8-piperidin-1-ylpyrido[3,4-d]pyrimidin-2-yl]amino]pyridin-3-yl]-1,4-diazepan-2-one